propenyl-phenyl-dimethoxysilane C(=CC)[Si](OC)(OC)C1=CC=CC=C1